2-[(5-piperazin-1-ylpyridin-2-yl)amino]-8-piperidin-1-ylpyridino[3,4-d]pyrimidine-6-carboxylic acid methyl ester COC(=O)C1=CC2=C(N=C(N=C2)NC2=NC=C(C=C2)N2CCNCC2)C(=N1)N1CCCCC1